C(C)OC(=O)C1(CSCC1O)N1C2=NC=NC(=C2N=C1)Cl (±)-Ethyl-3-(6-chloro-9H-purin-9-yl)-4-hydroxytetrahydrothiophene-3-carboxylate